NC1CCCC1 aminocyclopentane